COC1=CC=C(C=N1)OC1CCN(CC1)C1=C(C=C2C(=N1)CN(C2)S(=O)(=O)C)C 2-(4-((6-methoxypyridin-3-yl)oxy)piperidin-1-yl)-3-methyl-6-(methylsulfonyl)-6,7-dihydro-5H-pyrrolo[3,4-b]pyridine